CC1(C(C(=CC=C1)C1=CC(=CC=C1)C)N)N 3,3'-dimethylbiphenyldiamine